Cl.N1CC(CC1)N Pyrrolidin-3-amine hydrochloride